C(=O)(OC(C)(C)C)N[C@H](CC1=C(C(=C(C(=C1F)F)F)F)F)C(=O)O Bocpentafluoro-D-phenylalanine